1-(3,5,6-trifluoropyridin-2-yl)-1H-pyrazole-3-amine FC=1C(=NC(=C(C1)F)F)N1N=C(C=C1)N